6-[3-bromo-5-chloro-4-(2-hydroxypropoxy)phenyl]-5-methyl-4,5-dihydro-2H-pyridazin-3-one BrC=1C=C(C=C(C1OCC(C)O)Cl)C=1C(CC(NN1)=O)C